(R)-4-((1-(3-(difluoromethyl)-2-fluorophenyl)ethyl)amino)-2-methylfuro[3',2':4,5]pyrido[3,2-d]pyrimidin-6(5H)-one FC(C=1C(=C(C=CC1)[C@@H](C)NC=1C2=C(N=C(N1)C)C1=C(C(N2)=O)OC=C1)F)F